[Br-].C[NH+](CCCCCCCCCCCC)C N,N-dimethyldodecan-1-aminium bromide